COC=1C=C(C=C(C1)OC)N(CCNC(C)C)C=1C=C2N=C(C=NC2=CC1)C=1C=NN(C1)C N-(3,5-dimethoxyphenyl)-N'-(1-methyl-ethyl)-N-[3-(1-methyl-1H-pyrazol-4-yl)quinoxalin-6-yl]ethane-1,2-diamine